C(C)(C)(C)OC(NC(CC1=CC=CC=C1)=O)=O (phenylacetyl)carbamic acid tert-butyl ester